2-((5-bromo-1H-indol-3-yl)amino)-2-oxoacetic acid BrC=1C=C2C(=CNC2=CC1)NC(C(=O)O)=O